OC=1C(=C(C(=O)C2=CC=C(C=C2)OC(C)(C)C)C=CC1OCCC)O dihydroxy-4-n-propoxy-4'-tert-butoxybenzophenone